CC1(OB(OC1(C)C)C=1C=C2C(=NC1)N(N=C2CC(F)(F)F)COCC[Si](C)(C)C)C 5-(4,4,5,5-tetramethyl-1,3,2-dioxaborolan-2-yl)-3-(2,2,2-trifluoroethyl)-1-[[2-(trimethylsilyl)ethoxy]methyl]pyrazolo[3,4-b]pyridine